1-((9H-fluoren-9-yl)methyl) 2-octyl (S)-5-oxopyrrolidine-1,2-dicarboxylate O=C1CC[C@H](N1C(=O)OCC1C2=CC=CC=C2C=2C=CC=CC12)C(=O)OCCCCCCCC